BrC1=C(C=C(C=C1)C[C@H](C(=O)O)[C@@H]1CN(CC1)C(=O)OC(C)(C)C)[N+](=O)[O-] (2S)-3-(4-bromo-3-nitrophenyl)-2-[(3R)-1-[(tert-butoxy)carbonyl]pyrrolidin-3-yl]propionic acid